COC(=O)C1C2C=CC(C1C(=O)OC)C2 exo-5,6-dimethoxycarbonyl-norbornene